COC1=C(C=C(C=C1)OCC1=CC(=CC=C1)C(F)(F)F)[N+](=O)[O-] 1-methoxy-2-nitro-4-((3-(trifluoromethyl)benzyl)oxy)benzene